yttrium fluoride salt [F-].[Y+3].[F-].[F-]